[Cl-].C[N+](CCCNS(=O)(=O)C1=CC=C(C=C1)C)(CCC[Si](OC)(OC)OC)C N,N-dimethyl-3-(4-methylphenylsulfonamido)-N-(3-(trimethoxysilyl)propyl)propan-1-aminium chloride